C12(C=CC(CC1)C2)C2C(=C(C(=O)CC2(C)C)C21C=CC(CC2)C1)C di-norbornenyl-isophorone